6-(cyclopropylmethyl)-3-((6-(trifluoromethyl)pyridin-3-yl)methyl)-5,6,7,8-tetrahydropyrido[4,3-d]pyrimidin-4(3h)-one C1(CC1)CN1CC2=C(N=CN(C2=O)CC=2C=NC(=CC2)C(F)(F)F)CC1